BrC=1C(=C(C(=O)OC)C(=CC1)C)/N=C(\C)/N1CCOCC1 methyl 3-bromo-6-methyl-2-[(E)-1-morpholinoethylideneamino]benzoate